[C@@H]([C@H]([C@H](C(=O)[O-])O)O)([C@H](C(=O)[O-])O)O The molecule is a mannarate(2-) that is the dianion obtained by the deprotonation of the carboxy groups of L-mannaric acid. It is a conjugate base of a L-mannarate(1-). It is an enantiomer of a D-mannarate(2-).